1-[2-[3-[1,3-benzodioxol-5-yl(methyl)carbamoyl]phenyl]-4-chloro-5-(trifluoromethyl)pyrazol-3-yl]piperidine-4-carboxylic acid O1COC2=C1C=CC(=C2)N(C(=O)C=2C=C(C=CC2)N2N=C(C(=C2N2CCC(CC2)C(=O)O)Cl)C(F)(F)F)C